[Si](C)(C)(C(C)(C)C)O[C@@H](CNC(OC(C)(C)C)=O)CC(=O)C=1C=NC=C(C1Cl)Cl tert-butyl (R)-(2-((tert-butyldimethylsilyl)oxy)-4-(4,5-dichloropyridin-3-yl)-4-oxobutyl)carbamate